CC=1C=C(C=NC1N1N=NC=C1)N 5-methyl-6-(1H-1,2,3-triazol-1-yl)pyridin-3-amine